2-thia-3,7-diazaspiro[4.5]decane 2,2-dioxide C1S(NCC12CNCCC2)(=O)=O